ClC1=C(C=C2C(=C(N(C2=C1F)C)C=1NC(=NN1)C(COC)N(C)C)N1C=NC=C1)OC 1-(5-(6-chloro-7-fluoro-3-(1H-imidazol-1-yl)-5-methoxy-1-methyl-1H-indol-2-yl)-4H-1,2,4-triazol-3-yl)-2-methoxy-N,N-dimethylethan-1-amine